(4-phenylnaphthalene-1-yl)boric acid C1(=CC=CC=C1)C1=CC=C(C2=CC=CC=C12)OB(O)O